C1(=CC=C(C=C1)C#N)C para-Tolunitril